NCCOP(=O)(O)O.C(C)C(CCC)N 1-ethylbutylamine 2-aminoethyl-phosphate